(2,2'-dichloro-[1,1'-biphenyl]-3,3'-diyl)bis(1-methyl-4,5,6,7-tetrahydro-1H-imidazo[4,5-c]pyridine-2-carboxamide) dihydrochloride Cl.Cl.ClC1=C(C=CC=C1C1NCCC2=C1N=C(N2C)C(=O)N)C2=C(C(=CC=C2)C2NCCC1=C2N=C(N1C)C(=O)N)Cl